3-(azepan-1-yl)-5-(cyclopropanecarbonylamino)pyrazine-2-carboxylic acid methyl ester COC(=O)C1=NC=C(N=C1N1CCCCCC1)NC(=O)C1CC1